2-(3,5-dimethoxy-4-prop-2-enoxyphenyl)ethanamine COC=1C=C(C=C(C1OCC=C)OC)CCN